CN1N=CC(=C1)C1=CC=2C(=NC=C(C2)C(=O)NC=2C(=NC=C(C2)NC(CN2[C@@H](CCC2)C)=O)C)N1 (R)-2-(1-methyl-1H-pyrazol-4-yl)-N-(2-methyl-5-(2-(2-methylpyrrolidin-1-yl)acetamido)pyridin-3-yl)-1H-pyrrolo[2,3-b]pyridine-5-carboxamide